O=C1C2=C(C(NC1=O)=O)C(NN2)=O.[Mo+6] molybdenum(VI) dioxopyrazolo[4,3-c]pyridine-3,6(2H,5H)-dione